FC(C[C@@H](C(=O)OCC)C1=CC=C(C=C1)F)(F)F |r| Ethyl (2RS)-4,4,4-trifluoro-2-(4-fluorophenyl)butanoate